C(C)(C)(C)OC(=O)N1CC2(CC2)C[C@H]1C1=NN(C(=C1)C#N)C (S)-5-tert-Butoxycarbonyl-6-(5-cyano-1-methyl-1H-pyrazol-3-yl)-5-azaspiro[2.4]heptane